ClC1=CC=C(COC2=CC=CC(=N2)C2=C(C=C(CC3=NC4=C(N3C[C@H]3OCC3)C=C(C=C4)C(=O)O)C=C2)F)C=C1 (S)-2-(4-(6-((4-chlorobenzyl)oxy)pyridin-2-yl)-3-fluorobenzyl)-1-(oxetan-2-ylmethyl)-1H-benzo[d]imidazole-6-carboxylic acid